O[C@H](C(=O)O)CC=1C=NC(=CC1)C1CCOCC1 (2S)-2-hydroxy-3-[6-(oxacyclohex-4-yl)pyridin-3-yl]Propionic acid